Cl.Cl.NCCC[C@@H](COCC)N1C=NC=2C(=NC=3C=CC=CC3C21)N 1-[(1S)-4-amino-1-(ethoxymethyl)butyl]imidazo[4,5-c]quinolin-4-amine dihydrochloride